C(C)(C)(C)C=1C=C(C=CC1)NC(C(C)(C)C)=O N-(3-(tert-butyl)phenyl)pivalamide